6-((((1R,2S)-2-hydroxycyclopentyl)amino)methyl)isoindolin-1-one O[C@@H]1[C@@H](CCC1)NCC1=CC=C2CNC(C2=C1)=O